CN(C1=NC=C(C=N1)B(O)O)C(=O)OC(C)(C)C [2-[methyl-[(2-methylpropan-2-yl)oxycarbonyl]amino]pyrimidin-5-yl]boronic acid